tert-butyl ((5-iodo-2-(methylamino)-3-(phenethylcarbamoyl)pyridine-4-yl)methyl)carbamate IC=1C(=C(C(=NC1)NC)C(NCCC1=CC=CC=C1)=O)CNC(OC(C)(C)C)=O